t-butyl (5-fluoro-1H-pyrrolo[2,3-b]pyridin-3-yl)carbamate FC=1C=C2C(=NC1)NC=C2NC(OC(C)(C)C)=O